2,6-bis(4-Hydroxy-2,5-dimethylbenzyl)-4-methylphenol OC1=CC(=C(CC2=C(C(=CC(=C2)C)CC2=C(C=C(C(=C2)C)O)C)O)C=C1C)C